Cl.FC=1C=C(C=C(C1O)F)C=1N=C2N(C(C1)=O)C=C(C=C2)N2CCNCC2 2-(3,5-difluoro-4-hydroxyphenyl)-7-(piperazin-1-yl)-4H-pyrido[1,2-a]pyrimidin-4-one hydrochloride